bis[3,5-di-t-butyl-4-hydroxyphenyl]butanamide C(C)(C)(C)C=1C=C(C=C(C1O)C(C)(C)C)C(C(=O)N)(CC)C1=CC(=C(C(=C1)C(C)(C)C)O)C(C)(C)C